1'-(4-methoxybenzyl)-7'-(methyl-d3)-3',4'-dihydro-1'h-spiro[pyrrolidine-3,2'-[1,8]naphthyridine]-1-carboxylic acid tert-butyl ester C(C)(C)(C)OC(=O)N1CC2(N(C3=NC(=CC=C3CC2)C([2H])([2H])[2H])CC2=CC=C(C=C2)OC)CC1